ClC1=CC=C(C=C1)C(C)(C#C)C=1N=C(SC1)NC(=O)N1CC(C1)CN1CCNCC1 N-(4-(2-(4-chlorophenyl)-but-3-yn-2-yl)thiazol-2-yl)-3-(piperazin-1-ylmeth-yl)azetidine-1-carboxamide